C1(=CC=CC=C1)C(CC(=O)N1CC2=CC=C(C=C2C1)C1=C(C(=O)OC)C=CC=C1)C Methyl 2-(2-(3-phenylbutanoyl)isoindolin-5-yl)benzoate